FC1=C(C(=CC(=C1)F)F)N=C=O 2,4,6-trifluorophenyl isocyanate